Br(=O)(=O)(=O)[O-].C(CCCCC(C)C)[N+](C)(C)C i-octyltrimethylammonium perbromate